N-((R)-1-(3-amino-5-(1,1-difluoro-2-methoxyethyl)phenyl)ethyl)-2-(difluoromethyl)-7-methoxy-6-(((S)-tetrahydrofuran-3-yl)oxy)quinazolin-4-amine NC=1C=C(C=C(C1)C(COC)(F)F)[C@@H](C)NC1=NC(=NC2=CC(=C(C=C12)O[C@@H]1COCC1)OC)C(F)F